S1C(SCCC1)C(C(=C(C1=CC=C(C=C1)F)C1=CC=C(C=C1)F)C1=CC=CC=C1)=O 1-(1,3-Dithian-2-yl)-3,3-bis(4-fluorophenyl)-2-phenylprop-2-en-1-one